4-((4-ethoxy-5-(pyrazolo[1,5-a]pyrimidin-5-yl)-7H-pyrrolo[2,3-d]pyrimidin-2-yl)amino)cyclohexan-1-ol C(C)OC=1C2=C(N=C(N1)NC1CCC(CC1)O)NC=C2C2=NC=1N(C=C2)N=CC1